O=C1COC2(CN(C2)C(=O)OCC2=CC=CC=C2)C1 benzyl 7-oxo-5-oxa-2-azaspiro[3.4]octane-2-carboxylate